ClC1=CC=C2C=CN(C2=C1C=O)S(=O)(=O)C1=CC=CC=C1 6-chloro-1-(phenylsulfonyl)-1H-indole-7-carbaldehyde